2,2'-Diallyl-4,4'-Sulfonyldiphenol C(C=C)C1=C(C=CC(=C1)S(=O)(=O)C1=CC(=C(C=C1)O)CC=C)O